C(C)N(C1(CCC2(CN(C(N2C)=O)CC(C(=O)N)(C)C)CC1)C1=CC=CC=C1)C 3-[8-(Ethylmethyl-amino)-1-methyl-2-oxo-8-phenyl-1,3-diazaspiro[4.5]decan-3-yl]-2,2-dimethyl-propionamide